C(C)OC1=C(C=CC(=N1)[C@@H](CS(=O)(=O)C)N1C(C2=CC=CC(=C2C1=O)NS(=O)(=O)C)=O)OC (S)-N-(2-(1-(6-ethoxy-5-methoxypyridin-2-yl)-2-(methylsulfonyl)ethyl)-1,3-dioxoisoindolin-4-yl)methanesulfonamide